ClC1=CC=C2C(=NC=3N(C2=C1)C=NN3)N(C=3C=C(C=CC3)C3=CC=C(C=C3)NS(=O)(=O)C)C N-(3'-((8-chloro-[1,2,4]triazolo[4,3-a]quinazolin-5-yl)(methyl)amino)-[1,1'-biphenyl]-4-yl)methanesulfonamide